BrC1=NN(C=C1CC=1N=C2N(C=C(C=C2)COC)C1)C 2-((3-bromo-1-methyl-1H-pyrazol-4-yl)methyl)-6-(methoxymethyl)imidazo[1,2-a]pyridine